C(=O)C=1C=C(C=CC1O)C1=C(C(=CC=C1)C#N)N1CCC(CC1)C1=NN=CN1C 3'-formyl-4'-hydroxy-2-(4-(4-methyl-4H-1,2,4-triazol-3-yl)piperidin-1-yl)-[1,1'-biphenyl]-3-carbonitrile